1,6-bis[(3-ethyl-3-oxolanyl)methoxy]hexane C(C)C1(COCC1)COCCCCCCOCC1(COCC1)CC